3-(((1-ethyl-1H-imidazol-5-yl)methyl)amino)-4-nitrobenzoic acid methyl ester COC(C1=CC(=C(C=C1)[N+](=O)[O-])NCC1=CN=CN1CC)=O